aluminium tris(7-octenoic acid) C(CCCCCC=C)(=O)O.C(CCCCCC=C)(=O)O.C(CCCCCC=C)(=O)O.[Al]